C1(CC1)C=1N=C2N(N=C(C=C2[C@@H]2[C@H](C2)C2=CC=C(C=C2)F)C=2C(NC(NC2)=O)=O)C1 5-[2-cyclopropyl-8-[(1S,2S)-2-(4-fluorophenyl)cyclopropyl]imidazo[1,2-b]pyridazin-6-yl]-1H-pyrimidine-2,4-dione